(E)-6-(6-ethoxypyridin-3-yl)-N'-((5-methoxypyridin-3-yl)methylene)pyrazine-2-carbohydrazide C(C)OC1=CC=C(C=N1)C1=CN=CC(=N1)C(=O)N/N=C/C=1C=NC=C(C1)OC